ClC1=C(C=CC=C1)[C@@H]1[C@H](COC(C1)(C)C)C(=O)N1CC(C2(CN(C2)C(C=C)=O)C[C@@H]1C)(F)F 1-((S)-7-((3R,4S)-4-(2-chlorophenyl)-6,6-dimethyltetrahydro-2H-pyran-3-carbonyl)-5,5-difluoro-8-methyl-2,7-diazaspiro[3.5]nonan-2-yl)prop-2-en-1-one